CCC(C(C)C)=O 1,3-dimethylbutanone